CCCCC(=O)O n-pentanoic acid